dispiro[fluorene-9,9'-anthracene-10',9''-fluorene] C1=CC=CC=2C3=CC=CC=C3C3(C12)C=1C=CC=CC1C1(C2=CC=CC=C23)C2=CC=CC=C2C=2C=CC=CC21